tert-butyl (2R,6S)-4-(8-bromo-2-methylsulfanyl-quinazolin-5-yl)-2,6-dimethyl-piperazine-1-carboxylate BrC=1C=CC(=C2C=NC(=NC12)SC)N1C[C@H](N([C@H](C1)C)C(=O)OC(C)(C)C)C